(S)-6-(2-amino-4,4,4-trifluorobutyl)-7-bromo-N-(thiophen-2-ylmethyl)thieno[3,2-d][1,2,3]triazin-4-amine N[C@H](CC1=C(C=2N=NN=C(C2S1)NCC=1SC=CC1)Br)CC(F)(F)F